1-[(3-cyanooxetan-3-yl)methyl]-3-(3,5-difluoro-4-{[3-(trifluoromethyl)-1-{[2-(trimethylsilyl)ethoxy]methyl}-1H-pyrrolo[2,3-b]pyridin-4-yl]oxy}phenyl)urea C(#N)C1(COC1)CNC(=O)NC1=CC(=C(C(=C1)F)OC1=C2C(=NC=C1)N(C=C2C(F)(F)F)COCC[Si](C)(C)C)F